P(OCC)(OCC)(OC1=CC=CC=C1)=S O,O-diethyl O-phenyl phosphorothioate